2-(bromomethyl)-2-[2-chloro-4-(4-chlorophenoxy)phenyl]-4-ethyl-1,3-dioxolane BrCC1(OCC(O1)CC)C1=C(C=C(C=C1)OC1=CC=C(C=C1)Cl)Cl